COC(=O)C1=CC=C(C=C1)[C@@H]1C=C(CCN1C(=O)OCC1=CC=CC=C1)C=1SC=CC1 benzyl (S)-6-(4-(methoxycarbonyl) phenyl)-4-(thiophen-2-yl)-3,6-dihydropyridine-1(2H)-carboxylate